ClC1=C(C(=CC=2CN3[C@@H](COC21)CN(CC3)C(C=C)=O)C#C)C3=C(C=CC=C3O)Cl 1-[(12aR)-10-chloro-9-(2-chloro-6-hydroxyphenyl)-8-ethynyl-3,4,12,12a-tetrahydro-6H-pyrazino[2,1-c][1,4]benzoxazepin-2(1H)-yl]prop-2-en-1-one